FC=1C=C(C(=O)NC2=CC(=C(C=C2)CN2CCN(CC2)C)C(F)(F)F)C=C(C1O)C=O 3-fluoro-5-formyl-4-hydroxy-N-(4-((4-methylpiperazin-1-yl)methyl)-3-(trifluoromethyl)phenyl)benzamide